ClC1=CC2=C(N=C(S2)C23CC(C2)(C3)NC(=O)N3N=C(C=C3)CS(=O)(=O)C)C=C1 N-[3-(6-chloro-1,3-benzothiazol-2-yl)-1-bicyclo[1.1.1]pentanyl]-3-(methylsulfonylmethyl)pyrazole-1-carboxamide